CC1=NNC(=C1)C1=NSC=2C1=NC(=CC2C2(CCOCC2)CO)N2[C@@H](COCC2)C (R)-(4-(3-(3-methyl-1H-pyrazol-5-yl)-5-(3-methylmorpholino)isothiazolo[4,5-b]pyridin-7-yl)tetrahydro-2H-pyran-4-yl)methanol